C1(CC1)C1=C(C=CC=C1CC(=O)O)C1=CC(=CC=C1)OC {2-cyclopropyl-3'-methoxy-[1,1'-biphenyl]-3-yl}acetic acid